C[SiH](C)[Hf+](C1=CC(C=2C=CC3=C(C12)C=CC=C3)CC(C)C)C3C(=C(C(=C3C)C)C)C dimethylsilyl-tetramethylcyclopentadienyl-(3-isobutylbenz[e]indenyl)hafnium(IV)